N-[6-(difluoromethyl)-2-pyridinyl]-2-[4-[[[1-[4-(2,6-dioxo-3-piperidinyl)phenyl]-4-piperidinyl]-methyl-amino]methyl]cyclohexyl]-7-isopropoxy-imidazo[1,2-a]pyridine-6-carboxamide FC(C1=CC=CC(=N1)NC(=O)C=1C(=CC=2N(C1)C=C(N2)C2CCC(CC2)CN(C)C2CCN(CC2)C2=CC=C(C=C2)C2C(NC(CC2)=O)=O)OC(C)C)F